copper Glycine NCC(=O)O.[Cu]